FC=1C=NC=CC1C1=NN2C(=NC=3C=CC=CC3C2=N1)N[C@H]1C(NCCC1)=O (3R)-3-{[2-(3-fluoropyridin-4-yl)[1,2,4]triazolo[1,5-c]quinazolin-5-yl]amino}piperidin-2-one